C(CCCCCC)OC(CCCCCCCCCCCC/C=C/CCO)OCCCCCCC (3E)-17,17-diheptyloxy-3-heptadecen-1-ol